(S)-methyl 2-((4-(3-(benzyloxy)-5-methyl-1H-pyrazol-1-yl)piperidin-1-yl)methyl)-1-(oxetan-2-ylmethyl)-1H-benzo[d]imidazole-6-carboxylate C(C1=CC=CC=C1)OC1=NN(C(=C1)C)C1CCN(CC1)CC1=NC2=C(N1C[C@H]1OCC1)C=C(C=C2)C(=O)OC